trimethylolpropane tris(ethyl malonate) C(C)C(C(=O)O)C(=O)O.C(C)C(C(=O)O)C(=O)O.C(C)C(C(=O)O)C(=O)O.C(O)C(CC)(CO)CO